8-bromo-N,N-diheptyloctanoamide BrCCCCCCCC(=O)N(CCCCCCC)CCCCCCC